4-(benzoyloxy)-(E)-2-Octen C(C1=CC=CC=C1)(=O)OC(/C=C/C)CCCC